CC1OC(CN(C1)C1=C(C=C(C(=N1)C)N)F)C 6-(2,6-dimethylmorpholino)-5-fluoro-2-methylpyridin-3-amine